(2S,5S)-2-(1-(4-bromophenyl)-3-(4-fluorophenyl)-1H-pyrazol-4-yl)-5-methyl-3-(2-(2-oxo-2,3-dihydro-1H-benzo[d]imidazol-5-yl)ethyl)oxazolidin-4-one BrC1=CC=C(C=C1)N1N=C(C(=C1)[C@@H]1O[C@H](C(N1CCC1=CC2=C(NC(N2)=O)C=C1)=O)C)C1=CC=C(C=C1)F